COC=1C=C(C=CC1)C1=CC(=CC(=C1)C)[C@H](CC(=O)[O-])NC(=O)NC=1C(N(C=CC1[O-])C)=O.[Na+].[Na+] sodium (S)-3-(3'-methoxy-5-methylbiphenyl-3-yl)-3-(3-(1-methyl-4-oxido-2-oxo-1,2-dihydro pyridin-3-yl)ureido)propanoate